2-(2,6-dimethylpyridin-4-yl)-3-isopropyl-5-(6-(4-methylpiperazin-1-yl)pyridin-3-yl)-1H-indole CC1=NC(=CC(=C1)C=1NC2=CC=C(C=C2C1C(C)C)C=1C=NC(=CC1)N1CCN(CC1)C)C